C12C(CC(CC1)O2)COC2=CC=1N(C=C2C(=O)NC2=NC(=CC=C2)OC)C=C(N1)C1CC1 7-((7-Oxabicyclo[2.2.1]heptan-2-yl)methoxy)-2-cyclopropyl-N-(6-methoxypyridin-2-yl)imidazo[1,2-a]pyridine-6-carboxamide